(2S)-N-(5-(2,4-difluorophenoxy)pyrazin-2-yl)-2-(3,3-dimethyl-4-(4,5,6,7-tetrahydropyrazolo[1,5-a]pyridine-5-carbonyl)piperazin-1-yl)propanamide FC1=C(OC=2N=CC(=NC2)NC([C@H](C)N2CC(N(CC2)C(=O)C2CC=3N(CC2)N=CC3)(C)C)=O)C=CC(=C1)F